C(C)(=O)N1C[C@H](N(CC1)C(=O)OC(C)(C)C)C1=CC(=CC(=C1)Cl)Br tert-butyl (R)-4-acetyl-2-(3-bromo-5-chlorophenyl)piperazine-1-carboxylate